1-tert-butoxycarbonyl-4-aminomethylpiperidine C(C)(C)(C)OC(=O)N1CCC(CC1)CN